N-2-cyclohexyl-7-methyl-4,5,6,7-tetrahydrothieno[2,3-b]pyridine-2-carboxamide C1C(CCCC1)NC(=O)C1=CC2=C(N(CCC2)C)S1